The molecule is a docosanoid anion that is the conjugate base of 16-oxoresolvin D2, obtained by deprotonation of the carboxy group; major species at pH 7.3. It is a docosanoid anion, an oxo fatty acid anion, a hydroxy fatty acid anion, a long-chain fatty acid anion and a polyunsaturated fatty acid anion. It is a conjugate base of a 16-oxoresolvin D2. CC/C=C\\C[C@@H](C(=O)/C=C/C=C/C=C\\C=C\\[C@H](C/C=C\\CCC(=O)[O-])O)O